FC(C1=CC=CC(=N1)NC(=O)C=1N=C(C=2N(C1)C=C(N2)[C@@]21CO[C@@](CC2)(C1)C)OC(C)C)F N-(6-(difluoromethyl)pyridin-2-yl)-8-isopropoxy-2-((1S,4R)-1-methyl-2-oxabicyclo[2.2.1]heptan-4-yl)imidazo[1,2-a]pyrazine-6-carboxamide